4-([thieno[3,2-d]pyrimidin-4-ylamino]methyl)phenyl-boronic acid N1=CN=C(C2=C1C=CS2)NCC2=CC=C(C=C2)B(O)O